N-[(6-Amino-2-pyridyl)sulfonyl]-2-[(2R,5R)-2,5-dimethylpyrrolidin-1-yl]-6-(6-isopropoxy-3-pyridyl)pyridin-3-carboxamid NC1=CC=CC(=N1)S(=O)(=O)NC(=O)C=1C(=NC(=CC1)C=1C=NC(=CC1)OC(C)C)N1[C@@H](CC[C@H]1C)C